(7-(4-(4-(benzo[b]thiophen-4-yl)piperazin-1-yl)butoxy)quinolin-2-yloxy)methyl 2-methoxyethyl carbonate C(OCOC1=NC2=CC(=CC=C2C=C1)OCCCCN1CCN(CC1)C1=CC=CC=2SC=CC21)(OCCOC)=O